4-[[4,6-bis(octylsulfanyl)-1,3,5-triazin-2-yl]amino]-2,6-ditert-butylphenol C(CCCCCCC)SC1=NC(=NC(=N1)SCCCCCCCC)NC1=CC(=C(C(=C1)C(C)(C)C)O)C(C)(C)C